N[C@H]1C[C@H](N(C1)C([C@H](C1CCCCC1)NC([C@H](C)N(C(OC(C)(C)C)=O)C)=O)=O)C(N[C@@H]1CCCC2=CC=CC=C12)=O tert-butyl (S)-1-((S)-2-((2S,4S)-4-amino-2-((R)-1,2,3,4-tetrahydronaphthalen-1-ylcarbamoyl)pyrrolidin-1-yl)-1-cyclohexyl-2-oxoethylamino)-1-oxopropan-2-yl(methyl)carbamate